5-(azetidin-3-yloxy)-2-methyl-N-((R)-1-(3-(5-((((R)-tetrahydrofuran-3-yl)amino)methyl)thiophen-2-yl)phenyl)ethyl)benzamide N1CC(C1)OC=1C=CC(=C(C(=O)N[C@H](C)C2=CC(=CC=C2)C=2SC(=CC2)CN[C@H]2COCC2)C1)C